2,4-dimethoxypyrimidine-5-carboxylate COC1=NC=C(C(=N1)OC)C(=O)[O-]